OC=1C(CCC1C)=O 2-Hydroxy-3-Methyl-2-cyclopenten-1-one